C(C)(=O)N1CCC(CC1)C1C(C(NCC1)C)COC1=CC=C2CNC(C2=C1)=O (+/-)-6-{[(trans)-4-(1-acetylpiperidin-4-yl)-2-methylpiperidin-3-yl]methoxy}-2,3-dihydro-1H-isoindol-1-one